O=S1(C(COCC1)C1CN(C1)C=1C=C(C(=C2C=C(N=CC12)NC1=NC(=NC=C1)N1C[C@@H]([C@@H](CC1)OC)F)C(C)C)NC(C=C)=O)=O N-(8-(3-(4,4-dioxido-1,4-oxathian-3-yl)azetidin-1-yl)-3-((2-((3S,4R)-3-fluoro-4-methoxypiperidin-1-yl)pyrimidin-4-yl)amino)-5-isopropylisoquinolin-6-yl)acrylamide